1-(4-(6-chloro-3-(4-(cyclopropanecarbonyl)piperazine-1-carbonyl)quinolin-4-yl)phenyl)cyclopropane-1-carbonitrile ClC=1C=C2C(=C(C=NC2=CC1)C(=O)N1CCN(CC1)C(=O)C1CC1)C1=CC=C(C=C1)C1(CC1)C#N